ethyl 7-amino-2-(2-methoxyethoxy)-6-(3-(methoxymethoxy)-2,6-dimethylphenyl)-3-methyl-5-oxo-5,6-dihydro-1,6-naphthyridine-8-carboxylate NC=1N(C(C=2C=C(C(=NC2C1C(=O)OCC)OCCOC)C)=O)C1=C(C(=CC=C1C)OCOC)C